1-butyl-3-methylimidazolium nitrate salt [N+](=O)([O-])[O-].C(CCC)N1C=[N+](C=C1)C